C(C)(C)(C)OC1=CC=C(C=C1)C(=O)[C@H](O)[C@@H](O)[C@H](O)[C@H](O)CO 4-Tert-butoxyphenyl-glucose